BrC1=CC=CCN1C1=CC(=C(C=C1)NC1=NC(=NC=C1OC)N1CCNCC1)OC(F)(F)F 6-bromo-N-(4-((5-methoxy-2-(piperazin-1-yl)pyrimidin-4-yl)amino)-3-(trifluoromethoxy)phenyl)pyridine